C[N+]1=CC=C(C=C1)C2=C3C=CC(=C(C4=NC(=C(C5=CC=C(N5)C(=C6C=CC2=N6)C7=CC=[N+](C=C7)C)C8=CC=[N+](C=C8)C)C=C4)C9=CC=[N+](C=C9)C)N3 meso-tetra(4-N-methylpyridyl)porphine